azaspiro[morpholine-3,14'-tetracyclo[16.2.2.02,7.011,15]docosane] N12C3CCCCC3CCCC3CCC4(C3CCC(CC1)CC2)NCCOC4